[F-].[Dy+3].[F-].[F-] dysprosium fluoride